N-(cyclobutylmethyl)-N-methyl-3-(2-methyl-2H-pyrazolo[3,4-b]pyridin-5-yl)-6-quinoxalinecarboxamide C1(CCC1)CN(C(=O)C=1C=C2N=C(C=NC2=CC1)C1=CC=2C(N=C1)=NN(C2)C)C